C(CCCCCCCC)C1SCC(N1)C(=O)[O-] 2-nonylthiazolidine-4-carboxylate